tert-butyl ((3R,5S)-5-methylpyrrolidin-3-yl)carbamate C[C@H]1C[C@H](CN1)NC(OC(C)(C)C)=O